3-[4-[(4R)-2-keto-4-(trifluoromethyl)piperidino]phenyl]azetidine-1-carboxylic acid tert-butyl ester C(C)(C)(C)OC(=O)N1CC(C1)C1=CC=C(C=C1)N1C(C[C@@H](CC1)C(F)(F)F)=O